C(C)(C)(C)OC(=O)N(C(/C=C/C)([2H])[2H])C (E)-4-((tert-butoxycarbonyl)(methyl)amino)but-2-en-4,4-d2